BrC1=CC(=CC=2C=COC21)C(CC(=O)OCCCC)OC2=C(C=CC=C2)CC(=O)OCC butyl 3-(7-bromobenzofuran-5-yl)-3-(2-(2-ethoxy-2-oxoethyl)phenoxy)propanoate